N-methyl-N-(2-morpholinoethyl)carbamate CN(C([O-])=O)CCN1CCOCC1